C(C1=CC=CC=C1)OC(=O)N[C@@H](C(C)C)C(=O)OCCCC(=O)O 4-((((Benzyloxy)Carbonyl)-L-Valyl)Oxy)Butanoic Acid